2-((1-(4-cyanophenyl)-5-methyl-1H-indol-2-yl)methyl)malonic acid diethyl ester C(C)OC(C(C(=O)OCC)CC=1N(C2=CC=C(C=C2C1)C)C1=CC=C(C=C1)C#N)=O